1,2-bis[(3-ethyl-3-oxetanyl-methoxy)methyl]ethane C(C)C1(COC1)COCCCCOCC1(COC1)CC